6-fluoro-5-(1-(8-isopropyl-8-azabicyclo[3.2.1]octan-3-yl)piperidin-4-yl)-1-methyl-2-(4-(methylsulfonyl)phenyl)-1H-benzo[d]imidazole FC=1C(=CC2=C(N(C(=N2)C2=CC=C(C=C2)S(=O)(=O)C)C)C1)C1CCN(CC1)C1CC2CCC(C1)N2C(C)C